O=C1NC(CCC1N1C(N(C2=C1C=CC(=C2)[C@H]2CN(CC2)CC(=O)NC2=CC1=CC(=C(C(=C1C=C2)F)N2S(NC(C2)=O)(=O)=O)O)C)=O)=O 2-[(3S)-3-[1-(2,6-dioxo-3-piperidyl)-3-methyl-2-oxo-benzimidazol-5-yl]pyrrolidin-1-yl]-N-[5-fluoro-7-hydroxy-6-(1,1,4-trioxo-1,2,5-thiadiazolidin-2-yl)-2-naphthyl]acetamide